N1=C(C=C2N1C=CC=C2)O pyrazolo[1,5-a]Pyridin-2-ol